[5-(4-hexyloxy-1,2,5-thiadiazol-3-yl)-1-methyl-3,6-dihydro-2H-pyridin-1-ium-1-yl]methyl heptanoate chloride [Cl-].C(CCCCCC)(=O)OC[N+]1(CCC=C(C1)C1=NSN=C1OCCCCCC)C